5-((4-(2-((2,4-dimethylphenyl)thio)phenyl)piperazin-1-yl)methyl)-2-(2,4-dioxotetrahydropyrimidine-1(2H)-yl)isoindoline-1,3-dione CC1=C(C=CC(=C1)C)SC1=C(C=CC=C1)N1CCN(CC1)CC=1C=C2C(N(C(C2=CC1)=O)N1C(NC(CC1)=O)=O)=O